3-(3-chloro-5-(trifluoromethyl)-pyridin-2-yl)-6-mercaptobenzothiazol-2(3H)-one ClC=1C(=NC=C(C1)C(F)(F)F)N1C(SC2=C1C=CC(=C2)S)=O